[2-(3-bromo-5-trifluoromethyl-phenylamino)-5-methyl-pyrimidin-4-ylamino]-3H-benzooxazol-2-one BrC=1C=C(C=C(C1)C(F)(F)F)NC1=NC=C(C(=N1)NN1C(OC2=C1C=CC=C2)=O)C